BrC=1N=C(N(C1C1CC1)C)C1=CC=2C(N=C1C1CC1)=NNC2 4-bromo-5-cyclopropyl-2-{6-cyclopropyl-2H-pyrazolo[3,4-b]pyridin-5-yl}-1-methyl-1H-imidazole